B(OC(C)CC(C)(C)O)(O)OC[C@H](CO)C=1C=NC=C(C1)C1=CC(=C(C=C1)OC)OCCC 4-hydroxy-4-methylpentan-2-yl hydrogen ((S)-3-hydroxy-2-(5-(4-methoxy-3-propoxyphenyl) pyridin-3-yl) propyl) borate